dimethyl 6-(4-((tert-butoxycarbonyl)(methyl)amino)phenyl)octahydroisobenzofuran-4,5-dicarboxylate C(C)(C)(C)OC(=O)N(C1=CC=C(C=C1)C1C(C(C2COCC2C1)C(=O)OC)C(=O)OC)C